C(#N)CSC(O)=S.C(C1=CC=CC=C1)N1CC2=C(C=C(C=C2CC1)Cl)[C@H]1NCCOC1 (R)-3-(2-benzyl-6-chloro-1,2,3,4-tetrahydroisoquinolin-8-yl)morpholine cyanomethyldithiocarbonate